FC=1C=C2NC(C=3N(C2=C(C1C1=C2C=CNC2=CC(=C1)C(F)(F)F)C(F)(F)F)C(=NN3)C)(C)C 7-Fluoro-1,4,4-trimethyl-9-(trifluoromethyl)-8-[6-(trifluoromethyl)-1H-indol-4-yl]-5H-[1,2,4]triazolo[4,3-a]quinoxaline